CC=1SC(=CN1)CC(=O)NC1=NNC(=C1)[C@@H]1C[C@@H](CC1)N(C([O-])=O)CC(CC)CO (1R,3S)-3-(3-{[(2-methyl-1,3-thiazol-5-yl)acetyl]amino}-1H-pyrazol-5-yl)cyclopentyl[(2ξ)-2-(hydroxymethyl)butyl]carbamate